(R)-N-(4-((2-methyl-pyrrolidin-1-yl)methyl)-pyridin-2-yl)-5-(pyridin-4-yl)thiazolo[5,4-b]-pyridin-2-amine C[C@H]1N(CCC1)CC1=CC(=NC=C1)NC=1SC2=NC(=CC=C2N1)C1=CC=NC=C1